5-(hexyloxy)dodecyl-5-bromopentane C(CCCCC)OC(CCCCCCCCCBr)CCCCCCC